(S)-3-(6-methoxypyridin-3-yl)-3-(1-oxo-7-(2-(5,6,7,8-tetrahydro-1,8-naphthyridin-2-yl)ethyl)-3,4-dihydropyrrolo[1,2-a]pyrazin-2(1H)-yl)propionic acid COC1=CC=C(C=N1)[C@H](CC(=O)O)N1C(C=2N(CC1)C=C(C2)CCC2=NC=1NCCCC1C=C2)=O